4,7,10-Trioxatridecan-1,13-diamin C(CCOCCOCCOCCCN)N